(7S)-2-bromo-3-[(3-chloro-2-methoxyphenyl)amino]-7-methyl-5H,6H,7H-pyrazolo[1,5-a]pyrazin-4-one BrC1=NN2C(C(NC[C@@H]2C)=O)=C1NC1=C(C(=CC=C1)Cl)OC